1-(tert-butyl)-N-(2-methyl-4-(3-(pyrrolidin-3-yloxy)pyridin-4-yl)benzyl)-1H-1,2,3-triazole-4-carboxamide C(C)(C)(C)N1N=NC(=C1)C(=O)NCC1=C(C=C(C=C1)C1=C(C=NC=C1)OC1CNCC1)C